C(C)(C)(C)OC(=O)C1OC2=CC=CC=C2CC1 chromanic acid tert-butyl ester